C(CCCCCCCCCCCCCCCCC)(=O)OCCCCOC(CCCCCCCCCCCCCCCCC)=O butylene bis-stearate